N(=[N+]=[N-])C=CC1=CC=CC=C1 1-(azidovinyl)benzene